6-iodo(bromo)benzofuran-4-ol IC=1C=C2C(C=C(O2)Br)=C(C1)O